BrC1=C2C=CC=NC2=C(C=C1)C(=O)N(C)C 5-bromo-N,N-dimethylquinoline-8-carboxamide